3-Aminomethyl-tetrahydrofuran tert-butyl-((S)-2-((4-(1,2-dimethyl-6-oxo-1,6-dihydropyridin-3-yl)phenyl)amino)-1-((1r,4S)-4-methylcyclohexyl)-2-oxoethyl)carbamate C(C)(C)(C)N(C(O)=O)[C@H](C(=O)NC1=CC=C(C=C1)C1=C(N(C(C=C1)=O)C)C)C1CCC(CC1)C.NCC1COCC1